COC(C(C(C(C(CO)O)O)O)(OC)OC)OC The molecule is a tetrol that is hexane-1,2,3,4-tetrol carrying two methoxy substituents at both position 5 and position 6. It is a ketal and a tetrol.